ClC=1C=C2C=C(NC2=CC1OC)C(C)NC(=O)C1(CC1)C N-(1-(5-chloro-6-methoxy-1H-indol-2-yl)ethyl)-1-methylcyclopropane-1-carboxamide